1-[[2-(difluoro-methoxy)pyridin-4-yl]methyl]-3-[(1s,3s)-3-(difluoro-methyl)cyclobutyl]urea FC(OC1=NC=CC(=C1)CNC(=O)NC1CC(C1)C(F)F)F